ClC1=CC=C2C=CN(C(C2=C1)=O)C1=CC=CC=C1 7-chloro-N-phenylisoquinoline-1(2H)-one